tert-butyl (5-((diphenylmethylene)amino)-4-methoxypyridin-2-yl)(methyl)carbamate C1(=CC=CC=C1)C(C1=CC=CC=C1)=NC=1C(=CC(=NC1)N(C(OC(C)(C)C)=O)C)OC